(3S)-N-[(1R)-1-(2,3-dichloro-6-hydroxyphenyl)ethyl]piperidine-3-carboxamide ClC1=C(C(=CC=C1Cl)O)[C@@H](C)NC(=O)[C@@H]1CNCCC1